(3R,4R)-4-(2-chlorophenyl)-1-(2,2-difluorobutyl)pyrrolidine-3-carboxylic acid ClC1=C(C=CC=C1)[C@H]1[C@H](CN(C1)CC(CC)(F)F)C(=O)O